(R)-2-((S)-2,4-Dimethylpiperazin-1-yl)-N-(3-(2-((2-fluoro-3-(methylsulfonyl)phenyl)amino)-5-methylpyrimidin-4-yl)-1H-indol-7-yl)butanamid C[C@@H]1N(CCN(C1)C)[C@@H](C(=O)NC=1C=CC=C2C(=CNC12)C1=NC(=NC=C1C)NC1=C(C(=CC=C1)S(=O)(=O)C)F)CC